C(C)OC(=O)C=1N(C=C(N1)NC(=O)C=1N(C=C(C1)NC(CCN)=O)C)C.C1(CCCCC1)P(C1=C(C=CC=C1)C1=C(C=CC=C1OC)OC)C1CCCCC1 dicyclohexyl(2',6'-dimethoxybiphenyl-2-yl)phosphine ethyl-4-[4-(3-aminopropanamido)-1-methylpyrrole-2-amido]-1-methylimidazole-2-carboxylate